N12CCCN=C2NCCC1.O=C1C=C2CC3=C4C(C=CC3=C2C=C1)=CC=C(C4=O)C(C(=O)O)C 2-(9-oxo-benzofluorenone-2-yl)propionic acid-1,5,7-triazabicyclo[4.4.0]dec-5-ene salt